C(C1=CC=CC=C1)OC1=CC=C(C=C1)C=1N(C2=CC=CC=C2C1C)CC1=CC=C(C=C1)Cl 2-(4-(benzyloxy)phenyl)-1-(4-chlorobenzyl)-3-methyl-1H-indole